BrC1=CC(=C(C=2C=CC=NC12)C(=O)O)N1CCC2(CC2)CC1 8-bromo-6-(6-azaspiro[2.5]oct-6-yl)quinoline-5-carboxylic acid